NC1=C(C=C(C=N1)NC(C(=O)N1[C@H](CC[C@@H](C1)C)C=1C=CC2=C(N=C(S2)CO)C1)=O)CC N-(6-amino-5-ethyl-3-pyridyl)-2-[(2R,5S)-2-[2-(hydroxymethyl)-1,3-benzothiazol-5-yl]-5-methyl-1-piperidyl]-2-oxo-acetamide